C(C)(C)(C)OC(=O)N1CC2=C(CC1)NN=C2 6,7-dihydro-4H-pyrazolo[4,3-c]Pyridine-5-carboxylic acid tert-butyl ester